(S)-1-(2-((2-fluorophenyl)amino)-2-oxoacetyl)-N-((S)-3-oxo-1-((S)-2-oxopyrrolidin-3-yl)-4-(trifluoromethoxy)butan-2-yl)azetidine-2-carboxamide FC1=C(C=CC=C1)NC(C(=O)N1[C@@H](CC1)C(=O)N[C@@H](C[C@H]1C(NCC1)=O)C(COC(F)(F)F)=O)=O